sulfosuccinimidyl-7-azido-4-methylcoumarin S(=O)(=O)(O)C1=C2C(=C(C(OC2=CC(=C1)N=[N+]=[N-])=O)N1C(CCC1=O)=O)C